O1C=CC=2C1=COC2 furo[2,3-c]furan